N-(3-(3-(piperidine-1-carbonyl)pyrazolo[1,5-a]pyridin-7-yl)phenyl)nicotinamide N1(CCCCC1)C(=O)C=1C=NN2C1C=CC=C2C=2C=C(C=CC2)NC(C2=CN=CC=C2)=O